C(C)C(C(=O)NC(C(=O)O)CCN(CCCCC1=NC=2NCCCC2C=C1)CCC(C)(C)O)CC 2-(2-ethylbutanoylamino)-4-[(3-hydroxy-3-methyl-butyl)-[4-(5,6,7,8-tetrahydro-1,8-naphthyridin-2-yl)butyl]amino]butanoic acid